N-undecyldodecane-1,12-diamine C(CCCCCCCCCC)NCCCCCCCCCCCCN